BrC1=NC=CC=2C1=NN(C2)C 7-bromo-2-methyl-pyrazolo[3,4-c]pyridine